2-[4-[[(3R)-1-(2-hydroxyethyl)-3-piperidinyl]amino]phthalazin-1-yl]-5-(trifluoromethyl)phenol OCCN1C[C@@H](CCC1)NC1=NN=C(C2=CC=CC=C12)C1=C(C=C(C=C1)C(F)(F)F)O